Br[Si](Br)(Br)Br Tetrabromosilane